4-[[3-chloro-4-[1-methyl-4-(trifluoromethyl)imidazol-2-yl]phenyl]methoxy]-2-(4-cyclopropyl-6-methoxy-pyrimidin-5-yl)-5-methyl-pyrimidine ClC=1C=C(C=CC1C=1N(C=C(N1)C(F)(F)F)C)COC1=NC(=NC=C1C)C=1C(=NC=NC1OC)C1CC1